2-bromo-5-(3-ethyl-4-((4-fluorobenzyl)amino)-1-methyl-1H-pyrazolo[3,4-d]pyrimidin-6-yl)benzoate BrC1=C(C(=O)[O-])C=C(C=C1)C1=NC(=C2C(=N1)N(N=C2CC)C)NCC2=CC=C(C=C2)F